OC(=O)CN1C(=O)C2C3C=CC(C2C1=O)C3 N-(hydroxycarbonylmethyl)bicyclo[2.2.1]Hept-5-ene-2,3-dicarboximide